[C@H]12CC(C[C@H](CC1)N2)NC(=O)C2=C(C=C(C=C2)NC(=O)C=2N(C(=CN2)C=2C(=NN(C2)C2C(C2)(F)F)C(F)(F)F)C)Cl rac-N-(4-(((1R,3s,5S)-8-azabicyclo[3.2.1]octan-3-yl)carbamoyl)-3-chlorophenyl)-5-(1-(2,2-difluorocyclopropyl)-3-(trifluoromethyl)-1H-pyrazol-4-yl)-1-methyl-1H-imidazole-2-carboxamide